C(C1=CC=CC=C1)OC([C@H](C(CCN1C[C@H](N(CC1)C(=O)OC(C)(C)C)C(=O)OC)(C)C)N1C(C2=CC=CC=C2C1=O)=O)=O (S)-1-tert-butyl 2-methyl 4-((S)-5-(benzyloxy)-4-(1,3-dioxoisoindolin-2-yl)-3,3-dimethyl-5-oxopentyl)piperazine-1,2-dicarboxylate